OC[C@H](C1=CC=CC=C1)NC1=NC(=NC=C1C1=NC(=NO1)N1CCOCC1)NC=1C=C2C(N(C(C2=CC1)=O)C)(C)C (S)-5-((4-((2-hydroxy-1-phenylethyl)amino)-5-(3-morpholino-1,2,4-oxadiazol-5-yl)pyrimidin-2-yl)amino)-2,3,3-trimethylisoindolin-1-one